4-[2-(2-{[(S)-3-methyl-1-piperidyl]methyl}-4-cyclopropyl-7-oxo-1,6-dihydro-1,6-diaza-6-indenyl)-6-cyclopropyl-4-pyridyl]-3-(4-methyl-4H-1,2,4-triazol-3-yl)benzonitrile C[C@@H]1CN(CCC1)CC=1NC=2C(N(C=C(C2C1)C1CC1)C1=NC(=CC(=C1)C1=C(C=C(C#N)C=C1)C1=NN=CN1C)C1CC1)=O